(1s,3s)-3-(5-(2-(3-(benzyloxy)-2-formylphenoxy)acetamido)-1-(tert-butyl)-1H-pyrazol-3-yl)cyclobutyl isopropylcarbamate C(C)(C)NC(OC1CC(C1)C1=NN(C(=C1)NC(COC1=C(C(=CC=C1)OCC1=CC=CC=C1)C=O)=O)C(C)(C)C)=O